FC=1C=C(COC=2C=C3N(C(N2)=O)CC2N3CCC2)C=C(C1OC1=CC(=NC=C1)C)F 3-((3,5-difluoro-4-((2-methylpyridin-4-yl)oxy)benzyl)oxy)-7,8,8a,9-tetrahydropyrrolo[1',2':3,4]imidazo[1,2-c]pyrimidin-1(6H)-one